4-bromo-4'-(diphenylamino)biphenyl (Z)-9-Octadecenyl-3-methylbutanoate methyl-(1s,4s)-4-(4-chloro-3-formyl-2-oxopyridin-1(2H)-yl)cyclohexane-1-carboxylate COC(=O)C1CCC(CC1)N1C(C(=C(C=C1)Cl)C=O)=O.C(CCCCCCC\C=C/CCCCCCCC)OC(CC(C)C)=O.BrC1=CC=C(C=C1)C1=CC=C(C=C1)N(C1=CC=CC=C1)C1=CC=CC=C1